N-(3-(6-isopropyl-2-((2-methoxy-4-(4-(4-methylpiperazin-1-yl)piperidin-1-yl)phenyl)amino)-5-oxo-5,6-dihydropyrimido[4,5-d]pyridazin-8-yl)phenyl)acrylamide C(C)(C)N1N=C(C2=C(C1=O)C=NC(=N2)NC2=C(C=C(C=C2)N2CCC(CC2)N2CCN(CC2)C)OC)C=2C=C(C=CC2)NC(C=C)=O